OC1=NC=CC(=C1CN1C(C2=CC=C(C=C2C=N1)S(=O)(=O)C1=CC=C(C=C1)OC)=O)O 2-((2,4-dihydroxypyridin-3-yl)methyl)-6-(4-methoxyphenylsulfonyl)phthalazin-1(2H)-one